COC(C(CCBr)OC=1C=C2C=NN(C2=CC1)C1OCCCC1)=O.C(#N)N1C(=NC2=C1C=CC=C2)C2=CC(=CC=C2)Br N-cyano-2-(3-bromophenyl)benzimidazole methyl-4-bromo-2-(1-tetrahydropyran-2-ylindazol-5-yl)oxy-butanoate